(1-(1-(6-((R)-3-((tert-butoxycarbonyl)(cyclopropylmethyl)amino)piperidin-1-yl)pyridazin-3-yl)ethyl)-1H-imidazol-4-yl)boronic acid C(C)(C)(C)OC(=O)N([C@H]1CN(CCC1)C1=CC=C(N=N1)C(C)N1C=NC(=C1)B(O)O)CC1CC1